[K].C(CCC)N1CC(C1)S(=O)(=O)NC(NC1=C2CCCC2=CC=2CCCC12)=O 1-Butyl-N-((1,2,3,5,6,7-hexahydro-s-indacen-4-yl)carbamoyl)azetidine-3-sulfonamide, Potassium Salt